FC1=C(C=CC(=C1)C1CNCC1)C=1N=C2SC3=C(N2C1)C=CC(=C3)C(=O)NCCCN3CCC(CC3)F 2-(2-fluoro-4-(pyrrolidin-3-yl)phenyl)-N-(3-(4-fluoropiperidin-1-yl)propyl)benzo[d]imidazo[2,1-b]thiazole-7-carboxamide